ClC=1C=C2CN(C(C2=CC1C=O)=O)C1=NC(=CC(=C1)C1=C(C=C(C#N)C=C1)C1=NN=CN1C)C1CC1 4-[2-(5-Chloro-6-formyl-1-oxo-3H-isoindol-2-yl)-6-cyclopropylpyridin-4-yl]-3-(4-methyl-1,2,4-triazol-3-yl)benzonitrile